C(\C=C\CC)(=O)Cl (E)-pent-2-enoyl chloride